CC1=C(C#N)C(=CC=C1)CN1C(CCC2=CC(=CC=C12)[N+](=O)[O-])=O 2-methyl-6-[(6-nitro-2-oxo-3,4-dihydroquinolin-1-yl)methyl]benzonitrile